N(=[N+]=[N-])[C@@H]1[C@H](C(O)O[C@@H]([C@@H]1O)CO)O 3-AZIDO-3-DEOXY-D-GALACTOPYRANOSE